(S)-1-(4-chlorophenyl)-3-(pyrrolidin-1-yl)propan-1-amine ClC1=CC=C(C=C1)[C@H](CCN1CCCC1)N